FC(C1=CC=C(C=C1)C1=C(C=CC(=C1)O)C1(C2=CC=CC=C2C=2C=CC=CC12)C1=C(C=C(C=C1)O)C1=CC=C(C=C1)C(F)(F)F)(F)F 9,9-bis(2-(4-trifluoromethylphenyl)-4-hydroxyphenyl)fluorene